(hydroxymethyl)-2-(1H-indol-1-yl)tetrahydro-2H-pyran-3-yl 2-aminobenzoate NC1=C(C(=O)OC2C(OCCC2)(N2C=CC3=CC=CC=C23)CO)C=CC=C1